C(#N)N1CC(CCC1)N1C(N(C2=CC=C(C=C2C1=O)S(=O)(=O)NC1(CC1)C)CC1(CC1)C)=O 3-(1-cyanopiperidin-3-yl)-N-(1-methylcyclopropyl)-1-((1-methylcyclopropyl)methyl)-2,4-dioxo-1,2,3,4-tetrahydroquinazoline-6-sulfonamide